C(C)(C)C=1C(=CN2N=C(N=C(C21)NCCOC)C=2N(C=CN2)C)C2=NN(C=C2)C(C)C 5-isopropyl-6-(1-isopropyl-1H-pyrazol-3-yl)-N-(2-methoxyethyl)-2-(1-methyl-1H-imidazol-2-yl)pyrrolo[2,1-f][1,2,4]triazin-4-amine